ClC1=CC=C(C=C1)NC(=O)[C@@H]1CC12CCC(CC2)C2=CC=NC1=CC=C(C=C21)F (R)-N-(4-chlorophenyl)-6-(6-fluoroquinolin-4-yl)spiro[2.5]octane-1-carboxamide